4-allyl-2-nitroso-6-(2-methylbenzofuran-5-yl)phenol C(C=C)C1=CC(=C(C(=C1)C=1C=CC2=C(C=C(O2)C)C1)O)N=O